CNC1=C2N=CNC2=NC(=N1)C(F)(F)F N-methyl-2-(trifluoromethyl)-9H-purin-6-amine